COC=1C=C(C=CC1C1CCC2(CCNC2)CC1)C1=N[C@H](C=2N(C3=C1C(=C(S3)C)C)C(=NN2)C)C (S)-4-(3-methoxy-4-(2-azaspiro[4.5]decan-8-yl)phenyl)-2,3,6,9-tetramethyl-6H-thieno[3,2-f][1,2,4]triazolo[4,3-a][1,4]diazepine